ClC=1C=2C(N=C3N(C2C=CC1)C1=CC=C(C=C1C31CCCCC1)C1CCN(CC1)C1CC3(CC(C3)C(=O)O)C1)=O 6-(4-(4'-chloro-5'-oxo-5'H-spiro[cyclohexane-1,7'-indolo[1,2-a]quinazolin]-9'-yl)piperidin-1-yl)spiro[3.3]heptane-2-carboxylic acid